BrC1=C(C=CC=C1Cl)CC1CN(CCO1)C(=O)OC(C)(C)C tert-butyl 2-[(2-bromo-3-chlorophenyl)methyl]morpholine-4-carboxylate